N-(5-((3,5-difluorophenyl)amino)-1H-indol-3-yl)-4-((2-(dimethylamino)ethyl)(methyl)amino)-2-(2,2,2-trifluoro-N-(tetrahydro-2H-pyran-4-yl)acetamido)benzamide FC=1C=C(C=C(C1)F)NC=1C=C2C(=CNC2=CC1)NC(C1=C(C=C(C=C1)N(C)CCN(C)C)N(C(C(F)(F)F)=O)C1CCOCC1)=O